C1CCN2CC[C@H](C[C@@H]12)NC=1C=2C=C(N(C2C=CC1)CC(F)(F)F)C#CCNC1=C(C=C(C=C1)S(=O)(=O)C)OC N-[(7R,8aR)-octahydroindolizin-7-yl]-2-{3-[(4-methanesulfonyl-2-methoxyphenyl)amino]prop-1-yn-1-yl}-1-(2,2,2-trifluoroethyl)-1H-indol-4-amine